NC1=C(C(=CC=C1)F)NC1CCN(CC1)C(CC1=CC=C(C=C1)C(F)(F)F)=O 1-(4-((2-amino-6-fluorophenyl)amino)piperidin-1-yl)-2-(4-(trifluoromethyl)phenyl)ethan-1-one